ClC1=C(C(=O)N2COC3=C(C2)C=CC=C3C3=CC(=C(C(=O)O)C=C3F)N3CCOCC3)C(=CC(=C1)O[C@@H]1CN(CC1)CCOC)Cl 4-[3-[2,6-Dichloro-4-[(3S)-1-(2-methoxyethyl)pyrrolidin-3-yl]oxybenzoyl]-2,4-dihydro-1,3-benzoxazin-8-yl]-5-fluoro-2-morpholin-4-ylbenzoic acid